5-benzyloxy-1-(3,4-difluorophenyl)-3-iodo-2-isopropyl-indole C(C1=CC=CC=C1)OC=1C=C2C(=C(N(C2=CC1)C1=CC(=C(C=C1)F)F)C(C)C)I